7-((2-methoxyethoxy)methoxy)-3-(7-((2-methoxyethoxy)methoxy)-2,2-dimethyl-2H-chromen-6-yl)chroman-4-one COCCOCOC1=CC=C2C(C(COC2=C1)C=1C=C2C=CC(OC2=CC1OCOCCOC)(C)C)=O